C1(=CC=CC=C1)O[P]OC1=CC=CC=C1 diphenyl-oxyphosphorus